1,2-bis(diphenylphosphino)benzene C1(=CC=CC=C1)P(C1=C(C=CC=C1)P(C1=CC=CC=C1)C1=CC=CC=C1)C1=CC=CC=C1